C(C(=O)O)(=O)O.CN(C)CC[C@@H](OC1=CC=CC=2OCOC21)C2=CC=CC=C2 (R)-N,N-dimethyl-3-phenyl-3-[(benzo[d][1,3]-dioxol-4-yl)oxy]propylamine oxalate